tert-Butyl N-[[5-[[2-(2-adamantyl)acetyl]amino]-1H-benzimidazol-2-yl]methyl]-N-methyl-carbamate C12C(C3CC(CC(C1)C3)C2)CC(=O)NC2=CC3=C(NC(=N3)CN(C(OC(C)(C)C)=O)C)C=C2